C(CCC)[Sn](C1=CN=C2N1N=C(C=C2)Cl)(CCCC)CCCC 3-tributylstannyl-6-chloroimidazo[1,2-b]pyridazine